FC(C(C(C(C(C(C(C(C(C(C(F)(F)F)(F)F)(F)F)(F)F)(F)F)(F)F)(F)F)(F)F)(F)F)(O)F)(O)F perfluoroundecane-1,2-diol